(R)-3-(3,4-dichlorobenzyl)-6-((2-imino-3-methyl-2,3-dihydro-1H-imidazol-1-yl)methyl)-8-(1-(2-(2-(2-methoxyethoxy)ethoxy)ethyl)-3-(trifluoromethyl)-1H-pyrazol-4-yl)chroman-4-one ClC=1C=C(C[C@@H]2COC3=C(C=C(C=C3C2=O)CN2C(N(C=C2)C)=N)C=2C(=NN(C2)CCOCCOCCOC)C(F)(F)F)C=CC1Cl